FC1=C2CCN(CC2=CC(=C1)OCC(=O)N)C=1C=NC(=NC1)C1=NC=CC=N1 2-[[5-fluoro-2-(2-pyrimidin-2-ylpyrimidin-5-yl)-3,4-dihydro-1H-isoquinolin-7-yl]oxy]acetamide